C(C)C(C=C)CC=C 3-Ethyl-1,5-Hexadien